1-(2-chlorophenyl)-N-[4-(2,4-dioxo-1,2,3,4-tetrahydronaphtho[1,2-b][1,4]diazepin-5-yl)phenyl]methanesulfonamide ClC1=C(C=CC=C1)CS(=O)(=O)NC1=CC=C(C=C1)N1C2=C(NC(CC1=O)=O)C1=CC=CC=C1C=C2